1-p-cyanophenethyl-2-trifluoromethylpyridine bromide [Br-].C(#N)C1=CC=C(CCN2C(C=CC=C2)C(F)(F)F)C=C1